1-(2-cyanophenyl)-3-(5-oxo-1-quinoline-8-ylpyrrolidin-3-yl)urea C(#N)C1=C(C=CC=C1)NC(=O)NC1CN(C(C1)=O)C=1C=CC=C2C=CC=NC12